CN1C[C@@H](OCC1)CN1N=CC(=C1)[N+](=O)[O-] (2R)-4-methyl-2-[(4-nitro-1H-pyrazol-1-yl)methyl]morpholine